1-bis(diphenylphosphino)amino-4-n-butylcyclohexane C1(=CC=CC=C1)P(C1=CC=CC=C1)N(C1CCC(CC1)CCCC)P(C1=CC=CC=C1)C1=CC=CC=C1